3-methoxy-4-(3-methyl-5-(piperidin-4-yl)-1H-indol-2-yl)-1H-pyrrolo[2,3-b]pyridine COC1=CNC2=NC=CC(=C21)C=2NC1=CC=C(C=C1C2C)C2CCNCC2